O=C1C(O)=C([O-])[C@H](O1)[C@@H](O)CO.[Na+] sodium L-ascorbate